IC1=CC=C(CO)C=C1 para-iodobenzyl alcohol